benzyl 1-(6-(6-(2-(methylsulfonyl)phenylamino)pyrimidin-4-ylamino)pyridin-3-yl)cyclopropylcarbamate CS(=O)(=O)C1=C(C=CC=C1)NC1=CC(=NC=N1)NC1=CC=C(C=N1)C1(CC1)NC(OCC1=CC=CC=C1)=O